C1(CC1)N(C=1N=CC(=NC1)C1=C(C=C(C=C1)C1=CC(=NC=C1)OC)O)[C@H]1[C@H]([C@@H]2CC[C@H](C1)N2)F 2-(5-(cyclopropyl((1S,2S,3R,5R)-2-fluoro-8-azabicyclo[3.2.1]octan-3-yl)amino)pyrazin-2-yl)-5-(2-methoxypyridin-4-yl)phenol